NC=1C=C(C=CC1O)C(C(C(F)(F)F)(C1=CC(=C(C=C1)O)N)F)(F)F 1,2-bis(3-amino-4-hydroxyphenyl)hexafluoropropane